[Sn].[Y] yttrium tin